O[C@H](CO)C1=CC=CC(=N1)C1=CC2=C(N(CCN(C2)C(=O)NCC)C2=CC=C(C=C2)C(F)(F)F)C=C1 (S)-7-(6-(1,2-dihydroxyethyl)pyridin-2-yl)-N-ethyl-1-(4-(trifluoromethyl)phenyl)-1,2,3,5-tetrahydro-4H-benzo[e][1,4]diazepine-4-carboxamide